FC1(CCC(CC1)CC1=NOC(N1CC1=NOC(=N1)C)=O)F 3-[(4,4-difluorocyclohexyl)methyl]-4-[(5-methyl-1,2,4-oxadiazol-3-yl)methyl]-1,2,4-oxadiazol-5(4H)-one